N1=CC=C(C=C1)C1=NNC2=NC(=C(C=C21)N)N 3-(pyridin-4-yl)-1H-pyrazolo[3,4-b]pyridine-5,6-diamine